N-[(2R)-3-Hydroxy-3-methylbutan-2-yl]-3-oxo-2-(1,2-thiazol-4-yl)-6-[4-(trifluoromethoxy)phenyl]-2,3-dihydropyridazine-4-carboxamide OC([C@@H](C)NC(=O)C=1C(N(N=C(C1)C1=CC=C(C=C1)OC(F)(F)F)C=1C=NSC1)=O)(C)C